C1N(CCC12NCCCC2)C2=C1C(=NC=C2)N(C=C1C1=CN=NC=C1)COCC[Si](C)(C)C 2-[[4-(2,6-diazaspiro[4.5]decan-2-yl)-3-pyridazin-4-yl-pyrrolo[2,3-b]pyridin-1-yl]methoxy]ethyl-trimethyl-silane